tungsten hexaoxide [W](=O)(=O)(=O)(=O)(=O)=O